8-(4-(oxetan-3-ylmethyl)piperazin-1-yl)pyrido[4,3-d]pyrimidin-7(6H)-one O1CC(C1)CN1CCN(CC1)C=1C(NC=C2C1N=CN=C2)=O